2,4,6-Trimethyl-N-phenylaniline CC1=C(NC2=CC=CC=C2)C(=CC(=C1)C)C